2-[2-fluoro-4-(3-nitropyrazol-1-yl)anilino]ethanol FC1=C(NCCO)C=CC(=C1)N1N=C(C=C1)[N+](=O)[O-]